OC1=C(C=CC(=C1)O)C=1N=C(SC1)NC(CCC)=O N-(4-(2,4-dihydroxyphenyl)thiazol-2-yl)butanamide